CN(S(=O)(=O)CCN\C(=N/S(=O)(=O)C1=CC=C(C=C1)F)\N1N=C([C@H](C1)C1=CC=CC=C1)C1=CC=C(C=C1)F)C (S,E)-N-(2-(N,N-dimethylsulfamoyl)ethyl)-3-(4-fluorophenyl)-N'-((4-fluorophenyl)sulfonyl)-4-phenyl-4,5-dihydro-1H-pyrazole-1-carboximidamide